CC(C#N)(C)C1=NC=C(C=C1)NCC#C 2-methyl-2-[5-(prop-2-ynylamino)-2-pyridinyl]propionitrile